COC=1C=C(OC2=CC=CC(=N2)N2C(NC3(C2=O)CCCC3)=O)C=CC1C 3-[6-(3-methoxy-4-methyl-phenoxy)-2-pyridyl]-1,3-diazaspiro[4.4]nonane-2,4-dione